[Ir].CC=1C=C(C=CC1)C1=NC2=CC(=CC=C2C=C1)C (2-(3-methylphenyl)-7-methyl-quinoline) iridium